CC=1N=CN2C1C(=CC=C2)[N+](=O)[O-] 1-Methyl-8-nitroimidazo[1,5-a]pyridine